CCCCCCCCC(CCCCCCCC)OC(CCCCN(CCCCCCCCC(=O)OCC=C(C)C)CCO)=O 3-Methylbut-2-en-1-yl 9-((5-(heptadecan-9-yloxy)-5-oxopentyl)(2-hydroxyethyl)amino)nonanoate